N-(2-chloro-5-(3-cyano-4-((2,3-dihydro-1H-inden-1-yl)amino)quinolin-6-yl)pyridin-3-yl)methanesulfonamide ClC1=NC=C(C=C1NS(=O)(=O)C)C=1C=C2C(=C(C=NC2=CC1)C#N)NC1CCC2=CC=CC=C12